COC(CC1=CC(=NO1)C1CCN(CC1)C(=O)OC(C)(C)C)=O tert-Butyl 4-[5-(2-methoxy-2-oxoethyl)-1,2-oxazol-3-yl]piperidine-1-carboxylate